CC(C(CCC1=CC=C(O1)N1C([C@H](NCC1)C)=O)=O)(C)C (R)-1-(5-(4,4-dimethyl-3-oxopentyl)furan-2-yl)-3-methylpiperazin-2-one